4-m-xylenol C1(=CC(=C(C=C1)O)C)C